(6-(4-chlorophenyl)-2-(pyridin-3-yl)pyrimidin-4-yl)piperazine-2-carboxylic acid methyl ester COC(=O)C1N(CCNC1)C1=NC(=NC(=C1)C1=CC=C(C=C1)Cl)C=1C=NC=CC1